ClC=1C=C(C=2N(N1)C=CN2)[C@@H]2[C@H](C2)C2=CC(=C(C#N)C=C2F)F 4-((1S,2S)-2-(6-chloroimidazo[1,2-b]pyridazin-8-yl)cyclopropyl)-2,5-difluorobenzonitrile